9,9'-Spirobi[fluorene] C1=CC=CC=2C3=CC=CC=C3C3(C12)C1=CC=CC=C1C=1C=CC=CC13